(S)-(3-phenyltetrahydrofuran-3-yl)methanol C1(=CC=CC=C1)[C@]1(COCC1)CO